FC(C(C=1NC=CN1)N1C[C@]2(CCN3N=C(C=C32)C=3C=C(C(=NC3)N)C(F)(F)F)CC1)(C)F 5-{(3R)-1-[2,2-difluoro-1-(1H-imidazol-2-yl)propyl]-5',6'-dihydrospiro[pyrrolidine-3,4'-pyrrolo[1,2-b]pyrazol]-2'-yl}-3-(trifluoromethyl)pyridin-2-amine